C1(=CC=CC=C1)C(C(=O)OCCC(C(C(CCCCCCCCCCCCC)C(C)(C)C)O)C(C)(C)C)C 3,5-ditert-butyl-4-hydroxy-octadecyl phenylpropionate